FC1=C(C=CC=C1)C1C[C@H]2CC[C@@H](C1)N2 (1R,3R,5S)-3-(2-fluorophenyl)-8-azabicyclo[3.2.1]octan